O=C1NC(CCC1N1C(N(C2=C1C=CC=C2N2CCC(CC2)N(C)CC2CCC(CC2)N2N=C1C=C(C(=CC1=C2)NC(OC(C)(C)C)=O)OC)C)=O)=O tert-butyl N-[2-[4-[[[1-[1-(2,6-dioxo-3-piperidyl)-3-methyl-2-oxo-benzimidazol-4-yl]-4-piperidyl]-methyl-amino]methyl]cyclohexyl]-6-methoxy-indazol-5-yl]carbamate